3-[2-(4-Methylcarbamoylphenylamino)-5-trifluoromethylpyrimidin-4-ylamino]-thiophene-2-carboxylic acid CNC(=O)C1=CC=C(C=C1)NC1=NC=C(C(=N1)NC1=C(SC=C1)C(=O)O)C(F)(F)F